O=C1NC(CC[C@@H]1NC(=O)C1=C(C=C(C=C1)N1CCN(CC1)C[C@@H]1CN(CCO1)C1=CC=C(C(=O)OC(C)(C)C)C=C1)F)=O tert-butyl 4-[(2R)-2-[[4-(4-[[(3S)-2,6-dioxopiperidin-3-yl] carbamoyl]-3-fluorophenyl)piperazin-1-yl]methyl] morpholin-4-yl]benzoate